((6-methoxypyridin-3-yl)methyl)-7-((3-Phenyloxetan-3-yl)oxy)pyrido[3,4-d]pyridazin-4(3H)-one COC1=CC=C(C=N1)CC=1C2=C(C(NN1)=O)C=NC(=C2)OC2(COC2)C2=CC=CC=C2